3-(4-(5-((6-chloro-2-methoxy-acridin-9-yl)amino)-2-hydroxybenzyl)-piperazin-1-yl)-propanal ClC=1C=C2N=C3C=CC(=CC3=C(C2=CC1)NC=1C=CC(=C(CN2CCN(CC2)CCC=O)C1)O)OC